2,4-bis(3-aminophenyl)-3-oxocyclobutane NC=1C=C(C=CC1)C1CC(C1=O)C1=CC(=CC=C1)N